ClC1=C(C=C2C=C(N=CC2=C1)NC(=O)C1C(C1C=1C=NN(C1)C)C)N1CCN(CC1)C1(COCC1F)C N-[7-chloro-6-[4-(4-fluoro-3-methyl-tetrahydrofuran-3-yl)piperazin-1-yl]-3-isoquinolyl]-2-methyl-3-(1-methylpyrazol-4-yl)cyclopropanecarboxamide